ClC=1C=CC2=C(C1)C=1C(=CN(C(C1)=O)C(C(=O)OC(C)(C)C)C[C@H]1OCCCC1)COC(C2)C(C)C tert-Butyl 2-(11-chloro-7-isopropyl-2-oxo-7,8-dihydro-2H-[3]benzoxocino[5,6-c]pyridin-3(5H)-yl)-3-[(2S)-tetrahydro-2H-pyran-2-yl]propanoate